C(C)N1N=CC(=C1C1=NC=C(C=C1F)NC(C)C)C(=O)N[C@@H]1C(NC2=C(C(=N1)C1=CC=CC=C1)C=CC=C2)=O 1-Ethyl-5-[3-fluoro-5-(propan-2-ylamino)pyridin-2-yl]-N-[(3S)-2-oxo-5-phenyl-1,3-dihydro-1,4-benzodiazepin-3-yl]pyrazole-4-carboxamide